NC1=C(C2=C(S1)CCC21CN(CC1)C(=O)OC(C)(C)C)C#N tert-butyl 2-amino-3-cyano-spiro[5,6-dihydrocyclopenta[b]thiophene-4,3'-pyrrolidine]-1'-carboxylate